O(S(=O)(=O)C(F)(F)F)C1=C(C(=C2C3=C(C(OC2=C1C)C)C=CC=C3)O[Si](C)(C)C)C trimethyl-1-(trimethylsilyloxy)-6H-benzo[c]chromen-3-yl triflate